O[C@H]1C[C@@H]2C(C[C@H]3[C@@H]4CC[C@H]([C@@H](CCCC(C)(C)C)C)[C@]4(CC[C@@H]3[C@]2(CC1)C)C)=O 3a-hydroxy-25-methyl-5a-cholestan-6-one